COC1=CC=C(CN(S(=O)(=O)[C@H](C)[C@H](CC=O)C)CC2=CC=C(C=C2)OC)C=C1 (2R,3S)-N,N-bis(4-methoxybenzyl)-3-methyl-5-oxopentane-2-sulfonamide